ClC=1C=C(CNC=2C3=C(N=C(N2)N(CCOC)CCOC)C(=NC(=N3)N(CCOC)CCOC)N3CCC(CC3)OC)C=CC1Cl N4-(3,4-dichlorobenzyl)-N2,N2,N6,N6-tetrakis(2-methoxyethyl)-8-(4-methoxypiperidin-1-yl)pyrimido[5,4-d]pyrimidine-2,4,6-triamine